8-chloro-1,1-difluorooctan-2-one ClCCCCCCC(C(F)F)=O